OCCCN1CCNCC1 4-(3-hydroxy)propyl-piperazine